CC(=CCC/C(=C/CC1=C(C=CC(=C1O)O)[C@@H]2CC(=O)C3=C(O2)C=C(C(=C3O)CC(C(=C)C)O)O)/C)C The molecule is a tetrahydroxyflavanone that is (2S)-flavanone substituted by hydroxy groups at positions 5,7, 3' and 4', a geranyl group at position 2' and a 2-hydroxy-3-methylbut-3-en-1yl group at position 6. Isolated from Macaranga tanarius, it exhibits radical scavenging activity. It has a role as a metabolite and a radical scavenger. It is a tetrahydroxyflavanone, a secondary alcohol and a member of 4'-hydroxyflavanones.